1-(tert-butoxycarbonyl)-D-proline C(C)(C)(C)OC(=O)N1[C@H](CCC1)C(=O)O